4-(4-(dimethylamino)phenyl)-2,6-dimethyl-3,5-diethyl-1,4-dihydropyridine CN(C1=CC=C(C=C1)C1C(=C(NC(=C1CC)C)C)CC)C